di-thiol phosphoramidite P(O)(O)N.S1SCC=C1